N,N-dimethyl-1-(4-(4,4,5,5-tetramethyl-1,3,2-dioxaborolan-2-yl)phenyl)methylamine CN(C)CC1=CC=C(C=C1)B1OC(C(O1)(C)C)(C)C